FC=1C=C(CN2C3=C(C(C2=O)(C)C)SC(=C3)C(=O)NC3=CNC2=CC=CC=C32)C=C(C1)C(F)(F)F 4-(3-fluoro-5-(trifluoromethyl)benzyl)-N-(1H-indol-3-yl)-6,6-dimethyl-5-oxo-5,6-dihydro-4H-thieno[3,2-b]pyrrole-2-carboxamide